(2-chloro-4-fluorophenyl)-6-(bromomethyl)-2-(thiazol-2-yl)-1,4-dihydropyrimidine-5-carboxylic acid methyl ester COC(=O)C=1CN=C(N(C1CBr)C1=C(C=C(C=C1)F)Cl)C=1SC=CN1